N[C@H]1C2(CN(C2)C(=O)OC(C)(C)C)CC1 tert-butyl (R)-5-amino-2-azaspiro[3.3]Heptane-2-carboxylate